5-(2-acetyl-2,3-dihydro-1,3-dioxo-1h-inden-6-yloxy)-2-acetyl-2,3-dihydro-1,3-dioxo-1h-indene C(C)(=O)C1C(C2=CC(=CC=C2C1=O)OC=1C=C2C(C(C(C2=CC1)=O)C(C)=O)=O)=O